(2-OXO-1-THIOPHEN-3-YL-ETHYL)-CARBAMIC ACID TERT-BUTYL ESTER C(C)(C)(C)OC(NC(C=O)C1=CSC=C1)=O